1-[4-(1-methylethyl)phenyl]urea CC(C)C1=CC=C(C=C1)NC(=O)N